3-fluoro-4-[7-methoxy-3-methyl-8-(1-methyl-1H-pyrazol-4-yl)-2-oxo-2,3-dihydro-imidazo[4,5-c]quinolin-1-yl]-benzonitrile FC=1C=C(C#N)C=CC1N1C(N(C=2C=NC=3C=C(C(=CC3C21)C=2C=NN(C2)C)OC)C)=O